2,4-Heptandiol CC(CC(CCC)O)O